(1R,7S,8R,9R,10R,11S,12R,E)-10,11,12-trihydroxy-7-methyl-13-oxa-2-thiabicyclo[7.3.1]tridec-5-en-8-amine O[C@H]1[C@H]2[C@@H]([C@H](/C=C/CCS[C@H]([C@@H]([C@H]1O)O)O2)C)N